2-(2-((5-Fluoro-4-methyl-4'-((4-methylpiperazin-1-yl)sulfonyl)-[1,1'-biphenyl]-3-yl)(propyl)amino)thiazol-4-yl)pyrimidine-4,6-diamine FC=1C(=C(C=C(C1)C1=CC=C(C=C1)S(=O)(=O)N1CCN(CC1)C)N(C=1SC=C(N1)C1=NC(=CC(=N1)N)N)CCC)C